C(C)(C)(C)OC(=O)N\C(\NCC1=CC=C(C=C1)CCO)=N/C(OC(C)(C)C)=O tert-butyl [(Z)-[(tert-butoxycarbonyl)amino][{4-(2-hydroxyethyl)benzyl}amino]methylidene]carbamate